FC(C(=O)O)(F)F.NC(C(=O)C1=NC=CC(=C1)NC(=O)[C@@H]1O[C@]([C@H]([C@H]1C1=C(C(=C(C=C1)F)F)OC)C)(C(F)(F)F)C)=O (2R,3S,4S,5R)-N-(2-(2-amino-2-oxoacetyl)pyridin-4-yl)-3-(3,4-difluoro-2-methoxyphenyl)-4,5-dimethyl-5-(trifluoromethyl)tetrahydrofuran-2-carboxamide trifluoroacetate